(R)-7-methoxy-2-methyl-4-((1-(3-nitro-5-(trifluoromethyl)phenyl)ethyl)amino)quinazoline-6-yl trifluoromethanesulfonate FC(S(=O)(=O)OC=1C=C2C(=NC(=NC2=CC1OC)C)N[C@H](C)C1=CC(=CC(=C1)C(F)(F)F)[N+](=O)[O-])(F)F